tert-butyl N-[4-[5-[[tert-butyl(dimethyl)silyl]oxymethyl]-6-chloro-8-fluoro-2-[[(2S)-1-methylpyrrolidin-2-yl]methoxy]quinazolin-7-yl]-3-cyano-7-fluoro-benzothiophen-2-yl]carbamate [Si](C)(C)(C(C)(C)C)OCC1=C2C=NC(=NC2=C(C(=C1Cl)C1=CC=C(C2=C1C(=C(S2)NC(OC(C)(C)C)=O)C#N)F)F)OC[C@H]2N(CCC2)C